(E)-3-(5-(4-(1-(3-(4-(1-(4-hydroxyphenyl)-2-phenylbut-1-en-1-yl)phenyl)propyl)piperidin-4-yl)piperazin-1-yl)-1-oxoisoindolin-2-yl)piperidine-2,6-dione OC1=CC=C(C=C1)\C(=C(/CC)\C1=CC=CC=C1)\C1=CC=C(C=C1)CCCN1CCC(CC1)N1CCN(CC1)C=1C=C2CN(C(C2=CC1)=O)C1C(NC(CC1)=O)=O